IC1=C(N)C=CC(=C1)C(F)(F)F 2-iodo-4-(trifluoromethyl)aniline